CS(=O)(=O)C1=CC=C(COC2=CC=C(C=C2)C=2N=CN(C2)C(=O)NCC2CN(CC2)C2=CC(=CC=C2)C(F)(F)F)C=C1 4-(4-((4-(methylsulfonyl)benzyl)oxy)phenyl)-N-((1-(3-(trifluoromethyl)phenyl)pyrrolidin-3-yl)methyl)-1H-imidazole-1-carboxamide